BrC1=C(C=C(C(=C1)C)[N+](=O)[O-])C 1-bromo-2,5-dimethyl-4-nitrobenzene